C(C1=CC=CC=C1)OC=1C=C2C(=C(N(C2=CC1)C1=CC(=C(C=C1)F)C)C(C)C)C1CC2(CC(C2)C(=O)OC)C1 Methyl 6-[5-benzyloxy-1-(4-fluoro-3-methyl-phenyl)-2-isopropyl-indol-3-yl]spiro[3.3]heptane-2-carboxylate